S1C(=CC=C1)C(=O)[O-].[Cu+] copper (I) thiophene-2-carboxylate